N-[2-(2-fluoro-4-{[4-(trifluoromethyl)pyridine-2-yl]oxy}phenyl)ethyl]quinazolin-4-amine FC1=C(C=CC(=C1)OC1=NC=CC(=C1)C(F)(F)F)CCNC1=NC=NC2=CC=CC=C12